FC(COP(OCC(C(F)F)(F)F)OCC(C(F)F)(F)F)(C(F)F)F Tris(2,2,3,3-tetrafluoropropyl)phosphite